NCCC[C@@H](CC(=O)NC=1SC(=C(N1)C)C(=O)OCC)NC(C1=CC(=CC=C1)C1=NOC(=N1)C)=O ethyl (S)-2-(6-amino-3-(3-(5-methyl-1,2,4-oxadiazol-3-yl)benzamido)hexanamido)-4-methylthiazole-5-carboxylate